1,3-bis(4-aminophenyloxy)benzene NC1=CC=C(C=C1)OC1=CC(=CC=C1)OC1=CC=C(C=C1)N